hydroxypropyl-sodium phosphate sodium [Na+].P(=O)([O-])([O-])[O-].OCCC[Na].[Na+].[Na+]